(5S)-8,9-dichloro-7-(2,6-difluorophenyl)-2-ethyl-5-methyl-5H-pyrimido[1,2-a][1,4]benzodiazepine ClC1=C(C=CC2=C1C(=N[C@H](C=1N2CC(=CN1)CC)C)C1=C(C=CC=C1F)F)Cl